silver 2-hydroxy-1,2,3-propanetricarboxylic acid OC(CC(=O)O)(CC(=O)O)C(=O)O.[Ag]